CN1N=C2C=C(C=CC2=C1)C1=NC2=C(NC1=O)N=C(C=C2)OCC(F)(F)F 2-(2-methyl-2H-indazol-6-yl)-6-(2,2,2-trifluoroethoxy)-3H,4H-pyrido[2,3-b]pyrazin-3-one